2-chloro-N-(2-chloroethyl)ethanamine, hydrochloride Cl.ClCCNCCCl